C=[Pd]=C cis-bis-carbenepalladium